C=C1[C@H](COC1=O)O The molecule is a member of the class of butan-4-olides that is 3-methylidenebutan-4-olide carrying an additional hydroxy substituent at position 4 (the 4R-enantiomer) It has a role as a plant metabolite, an antifungal agent and an antibacterial agent. It is a butan-4-olide, an enoate ester and a secondary alcohol.